(S)-7,7-difluoro-2-((4-((2-hydroxy-1-phenylethyl)amino)-5-(3-methyl-1,2,4-oxadiazol-5-yl)pyridin-2-yl)amino)-6,7-dihydro-5H-pyrrolo[3,4-b]pyridin-5-one FC1(NC(C=2C1=NC(=CC2)NC2=NC=C(C(=C2)N[C@H](CO)C2=CC=CC=C2)C2=NC(=NO2)C)=O)F